OC=1C=C(C=CC1)C1=NOC(=N1)N1CCC(CC1)C(=O)NCC1CN(CC1)CC1=CC=C(C=C1)C 1-(3-(3-Hydroxyphenyl)-1,2,4-oxadiazol-5-yl)-N-((1-(4-methylbenzyl)pyrrolidin-3-yl)methyl)piperidine-4-carboxamide